C(\C=C\C1=CC=C(C=C1)O)(=O)NC(C(=O)O)C Coumaroylaminopropionic Acid